COC(CN1C(C=CC(=C1)NC(C1=CC(=CC=C1)C=1C=NC=C(C1)CCCCCCCCCNC(=O)OC(C)(C)C)=O)=O)=O.C(C1=CC=CC=C1)NC(C1=CC(=CC=C1)C=1C=CC2=C(NC(=N2)NC(CCCCC)=O)C1)=O N-benzyl-3-(2-hexanoylamino-1H-benzo[d]imidazol-6-yl)benzamide Methyl-2-{5-[3-(5-{9-[(tert-butoxycarbonyl)amino]nonyl}pyridin-3-yl)benzamido]-2-oxopyridin-1-yl}acetate